N-[3-[2-(difluoromethoxy)-5-[3-[2-(dimethylamino)-2-oxo-ethyl]-4-methyl-phenoxy]phenyl]-1H-pyrazol-4-yl]pyrazolo[1,5-a]pyrimidine-3-carboxamide FC(OC1=C(C=C(C=C1)OC1=CC(=C(C=C1)C)CC(=O)N(C)C)C1=NNC=C1NC(=O)C=1C=NN2C1N=CC=C2)F